FC(C(=O)O)(F)F.CN1N=C(C2=CC=C(C=C12)C1CCNCC1)N1C(NC(CC1)=O)=O 1-[1-methyl-6-(4-piperidyl)indazol-3-yl]hexahydropyrimidine-2,4-dione trifluoroacetate